4'-Chloro-5'-(3-(methylsulfonyl)phenyl)-1',2'-dihydrospiro[cyclopentane-1,3'-pyrrolo[2,3-b]pyridin] ClC1=C2C(=NC=C1C1=CC(=CC=C1)S(=O)(=O)C)NCC21CCCC1